trans-1-((4-((S)-3-(3,5-difluorophenyl)isoxazolidine-2-carbonyl)cyclohexyl)methyl)-5-fluoro-1H-indazole-6-carbonitrile FC=1C=C(C=C(C1)F)[C@H]1N(OCC1)C(=O)[C@@H]1CC[C@H](CC1)CN1N=CC2=CC(=C(C=C12)C#N)F